1-((1-(2-(hydroxymethyl)-4-(1H-pyrazol-4-yl)phenyl)piperidin-4-yl)methyl)pyrrolidin-2-one OCC1=C(C=CC(=C1)C=1C=NNC1)N1CCC(CC1)CN1C(CCC1)=O